3-Methyl-1-vinylimidazolium methyl-sulfate tert-butyl-6-(5,5-dimethylcyclohexen-1-yl)-3-methyl-3,4-dihydro-2H-pyridine-1-carboxylate C(C)(C)(C)OC(=O)N1CC(CC=C1C1=CCCC(C1)(C)C)C.COS(=O)(=O)[O-].C[N+]1=CN(C=C1)C=C